glyceryl behenate eicosanedioate C(CCCCCCCCCCCCCCCCCCC(=O)O)(=O)O.C(CCCCCCCCCCCCCCCCCCCCC)(=O)OCC(O)CO